(S)-1'-(10-bromo-7,8-difluoro-6,11-dihydrodibenzo[b,e]thiepin-11-yl)-4',6'-dioxo-1',2',4',6'-tetrahydrospiro[cyclopropane-1,3'-pyrido[1,2-b]pyridazin]-5'-yl acetate C(C)(=O)OC=1C(C=CN2N(CC3(C(C21)=O)CC3)[C@H]3C2=C(SCC1=C3C(=CC(=C1F)F)Br)C=CC=C2)=O